FC1=CC(=C(N)C=C1F)C(F)(F)F 4,5-difluoro-2-(trifluoromethyl)aniline